C(N)(O)=O.C1=CC=CC=2C(C3=CC=CC=C3C(C12)=O)=O anthraquinone carbamate